1,3-bis(2-aminoethoxy)adamantane NCCOC12CC3(CC(CC(C1)C3)C2)OCCN